ClC1=CN=C(C=C1C(=O)OC)N1S(CCCC1)(=O)=O methyl 5-chloro-2-(1,1-dioxido-1,2-thiazinan-2-yl)isonicotinate